BrC=1C=C2CCCC(C2=C(C1)C([2H])([2H])[2H])=O 6-bromo-8-(methyl-d3)-3,4-dihydronaphthalene-1(2H)-one